(2-methoxy-6-(1-oxo-1,2-dihydro-phthalazin-6-yl)pyridin-3-yl)-5-methyl-3-phenylisoxazole-4-carboxamide COC1=NC(=CC=C1NC(=O)C=1C(=NOC1C)C1=CC=CC=C1)C=1C=C2C=NNC(C2=CC1)=O